6-[5-[(1R)-1-(3,5-dichloro-4-pyridyl)ethoxy]-1H-indazol-3-yl]-1'-ethylspiro[chromane-2,4'-piperidine]-4-one ClC=1C=NC=C(C1[C@@H](C)OC=1C=C2C(=NNC2=CC1)C=1C=C2C(CC3(CCN(CC3)CC)OC2=CC1)=O)Cl